FC1=C2C=CNC2=CC(=C1)N1C(NC(CC1)=O)=O 1-(4-Fluoro-1H-indol-6-yl)dihydropyrimidine-2,4(1H,3H)-dione